tert-Butyl 3-(4-bromobenzamido)-5-(1,5-dimethyl-1H-pyrazol-4-yl)-1H-pyrazolo[3,4-c]pyridine-1-carboxylate BrC1=CC=C(C(=O)NC2=NN(C3=CN=C(C=C32)C=3C=NN(C3C)C)C(=O)OC(C)(C)C)C=C1